[C@H]12N(C[C@H](NC1)C2)C[C@@H](C2=CC(=C(C=C2)Cl)Cl)NS(=O)(=O)C2=CC=C(C=C2)OC(F)(F)F N-((R)-2-((1R,4R)-2,5-diazabicyclo[2.2.1]heptan-2-yl)-1-(3,4-dichlorophenyl)ethyl)-4-(trifluoromethoxy)benzenesulfonamide